methyl 2-[2-[2-bromo-4-fluoro-5-[3-methyl-2,6-dioxo-4-(trifluoromethyl)-pyrimidin-1-yl]phenoxy]phenoxy]-2-methoxy-acetate BrC1=C(OC2=C(OC(C(=O)OC)OC)C=CC=C2)C=C(C(=C1)F)N1C(N(C(=CC1=O)C(F)(F)F)C)=O